Methyl 7-(4-(((tert-butoxycarbonyl)(2-(4-fluorophenyl)cyclopropyl)amino)methyl) benzamido)heptanoate C(C)(C)(C)OC(=O)N(C1C(C1)C1=CC=C(C=C1)F)CC1=CC=C(C(=O)NCCCCCCC(=O)OC)C=C1